6-benzyl-4-cyclopropyl-1H-pyrrolo[2,3-d]pyridazin-7-one C(C1=CC=CC=C1)N1N=C(C2=C(C1=O)NC=C2)C2CC2